C1(CCC1)C=N[S@@](=O)C(C)(C)C (S)-N-(cyclobutylmethylene)-2-methyl-propane-2-sulfinamide